(3-hydroxy-3-(4-(trifluoromethyl)phenyl)propyl)-2-methylbenzamide OC(CCC=1C(=C(C(=O)N)C=CC1)C)C1=CC=C(C=C1)C(F)(F)F